4-Fluoro-8-((8-methyl-3,8-diazabicyclo[3.2.1]octan-3-yl)methyl)-5-(2,2,2-trifluoroethyl)-5H-pyrido[4',3':4,5]pyrrolo[3,2-d]pyrimidine FC=1C2=C(N=CN1)C1=C(N2CC(F)(F)F)C=NC(=C1)CN1CC2CCC(C1)N2C